2-(2-hydroxy-4,5-dimethoxyphenyl)-3H-naphtho[2,1-b]Pyran-3-one OC1=C(C=C(C(=C1)OC)OC)C1=CC2=C(OC1=O)C=CC1=CC=CC=C12